(2-{[Cyclopropyl(pyridin-2-yl)methyl]amino}-1,3-thiazol-5-yl)[(3R)-3-methyl[1,4'-bipiperidine]-1'-yl]methanone C1(CC1)C(C1=NC=CC=C1)NC=1SC(=CN1)C(=O)N1CCC(CC1)N1C[C@@H](CCC1)C